C1(CCC1)N(C(=O)C1[C@H]2CN(C[C@@H]12)C1=NC2=C(C=C(C=C2C(N1C)=O)C)C(C)NC1=C(C(=O)O)C=CC=C1)C 2-((1-(2-((1R,5S,6R)-6-(cyclobutyl(methyl)carbamoyl)-3-azabicyclo[3.1.0]hexan-3-yl)-3,6-dimethyl-4-oxo-3,4-dihydroquinazolin-8-yl)ethyl)amino)benzoic acid